C(C)(C)(C)OC(=O)NC1=NC=CC=C1C1(CCN(CCC1)C(=O)OC(C)(C)C)O tert-butyl 4-(2-((tert-butoxycarbonyl) amino) pyridin-3-yl)-4-hydroxyazepan-1-carboxylate